COC(CCOCCOCCOCCOCCN(C(C(F)(F)F)=O)C)=O 3-{2-[2-(2-{2-[methyl-(2,2,2-trifluoro-acetyl)-amino]-ethoxy}-ethoxy)-ethoxy]-ethoxy}-propionic acid methyl ester